N1-(4-(4,4-dimethylcyclohexyl)phenyl)cyclohexane-1,4-diamine CC1(CCC(CC1)C1=CC=C(C=C1)NC1CCC(CC1)N)C